C(C)OCCCNC(=O)N1CCN(CC1)C1=NC(=NC(=C1)N1CCCC1)NC1=CC2=C(C=N1)C=NN2C(C)C N-(3-ethoxypropyl)-4-[2-{[1-(propan-2-yl)-1H-pyrazolo[4,3-c]pyridin-6-yl]amino}-6-(pyrrolidin-1-yl)pyrimidin-4-yl]piperazine-1-carboxamide